acryloxyundecyl phosphate P(=O)(OCCCCCCCCCCCOC(C=C)=O)([O-])[O-]